3-((3-Exo)-3-((5-((5-methyl-1H-pyrazol-3-yl)amino)-1,2,4-thiadiazol-3-yl)amino)-8-azabicyclo[3.2.1]oct-8-yl)propionitrile CC1=CC(=NN1)NC1=NC(=NS1)NC1CC2CCC(C1)N2CCC#N